ClC1=C(C=CC(=C1)Cl)CNC(=O)C1CN(C(C1)=O)C1=CC=C(C=C1)OC N-[(2,4-dichlorophenyl)methyl]-1-(4-methoxyphenyl)-5-oxopyrrolidine-3-carboxamide